F[P-](F)(F)(F)(F)F.C(CCCCCCC)OC1=CC=C(C=C1)[I+]C1=CC=CC=C1 4-octyloxyphenylphenyliodonium hexafluorophosphate